C(C)N1CC2C(C1)CN(C2)CC=2C=CC(=NC2)NC2=NC=C(C(=N2)C2=CC1=C(N=C3N1[C@@H](CC3)CF)C(=C2)F)F N-(5-((5-ethylhexahydropyrrolo[3,4-c]pyrrol-2(1H)-yl)methyl)pyridin-2-yl)-5-fluoro-4-((S)-5-fluoro-1-(fluoromethyl)-2,3-dihydro-1H-benzo[d]pyrrolo[1,2-a]imidazol-7-yl)pyrimidin-2-amine